NCC[C-]1C=CC=C1.[CH-]1C=CC=C1.[Fe+2] 2-R-aminoethylferrocene